(17S)-17-acetyl-7,8,13,15,16,17-hexahydro-3-hydroxy-1-methyl-6H-cyclopenta[a]phenanthren-11(9H,12H,14H)-one C(C)(=O)[C@H]1CCC2C3CCC=4C=C(C=C(C4C3C(CC12)=O)C)O